C(=C=C=C)N butatrienamine